CC(=CCC1=C(C=C(C=C1OCN(C(OC)=O)C1=CC=C(C=C1)[N+](=O)[O-])CCCCC)OCN(C(OC)=O)C1=CC=C(C=C1)[N+](=O)[O-])CCC=C(C)C dimethyl (((2-(3,7-dimethylocta-2,6-dien-1-yl)-5-pentyl-1,3-phenylene)bis(oxy))bis(methylene))bis((4-nitrophenyl)carbamate)